FC1(CC(C1)C(=O)NC=1SC2=C(N1)C=CC(=C2)C=2C=NC=CC2C)F 3,3-difluoro-N-(6-(4-methylpyridin-3-yl)benzo[d]thiazol-2-yl)cyclobutane-1-carboxamide